C(CCC)C1(C=CC=C1)[Y] (butylcyclopentadienyl)yttrium